4-bromo-3-fluoro-1-toluenesulfonyl-1H-indole-6-carboxylic acid methyl ester COC(=O)C1=CC(=C2C(=CN(C2=C1)S(=O)(=O)CC1=CC=CC=C1)F)Br